(E)-1-(2,4-Difluorophenyl)-3-(4-hydroxyphenyl)prop-2-en-1-one FC1=C(C=CC(=C1)F)C(\C=C\C1=CC=C(C=C1)O)=O